FC(C[C@@H](C(=O)NC1=NC=CC(=C1)C1=C(C2=NC(=CC(=C2N1)[C@@H]1OCCC1)F)C1=NC=CC=C1)C1=CC=C(C=C1)F)F |r| (2RS)-4,4-difluoro-2-(4-fluorophenyl)-N-(4-{5-fluoro-3-(pyridin-2-yl)-7-[(2RS)-tetrahydrofuran-2-yl]-1H-pyrrolo[3,2-b]pyridin-2-yl}pyridin-2-yl)butanamide